C1(CC1)C1=NOC(=C1C1=NN=C(S1)[C@@H]1CC12CCN(CC2)S(=O)(=O)N)C (1R)-1-[5-(3-cyclopropyl-5-methylisoxazol-4-yl)-1,3,4-thiadiazol-2-yl]-6-azaspiro[2.5]octane-6-sulfonamide